2-(2-propyl)-5-methyl-cyclohexane CC(C)C1CCC(CC1)C